C(C(=O)O)(=O)O.S1C2=C(C=C1)C(=CC=C2)N2CCN(CC2)CCCCC(=O)N2C1=C(CCC3=C2C=CC=C3)C=CC(=C1)Cl 5-[4-(benzo[b]thiophen-4-yl)piperazin-1-yl]-1-[3-chloro-10,11-dihydro-5H-dibenzo[b,f]azepin-5-yl]pentan-1-one oxalate